NC1=NC(=C2C(=N1)N(N=C2)CC2=CC=C(C=C2)[N+](=O)[O-])C=2C=C(C(=O)O)C=CN2 2-(6-amino-1-(4-nitrobenzyl)-1H-pyrazolo[3,4-d]pyrimidin-4-yl)isonicotinic acid